ClCC([C@H](C[C@H]1C(NCC1)=O)NC(OCCCC)=O)=O Butyl ((S)-4-chloro-3-oxo-1-((S)-2-oxopyrrolidin-3-yl)butan-2-yl)carbamate